6-Chloro-1-(2,4-diisopropyl-3-pyridyl)-4-[(2S,5R)-2,5-dimethyl-4-prop-2-enoyl-piperazin-1-yl]-7-[2-(trifluoromethyl)phenyl]pyrido[2,3-d]pyrimidin-2-one ClC1=CC2=C(N(C(N=C2N2[C@H](CN([C@@H](C2)C)C(C=C)=O)C)=O)C=2C(=NC=CC2C(C)C)C(C)C)N=C1C1=C(C=CC=C1)C(F)(F)F